CN([C@@H](C)C(=O)O)C1=CC=CC=C1 methyl-phenyl-alanine